4-fluoro-1,2-benzenedimethanol FC=1C=C(C(=CC1)CO)CO